I[GeH3] iodo-germane